CC1C(OC(C1)C(F)(F)F)(C(=O)O)C dimethyl-5-(trifluoromethyl)tetrahydrofuran-2-carboxylic acid